CN([C@H](CNC(C[C@@H](C1(CC1)C(F)(F)F)C=1C=NC=CC1)=O)CC1=C(C=C(C=C1)O)C(F)(F)F)C (R)-N-((S)-2-(dimethylamino)-3-(4-hydroxy-2-(trifluoromethyl)phenyl)propyl)-3-(pyridin-3-yl)-3-(1-(trifluoromethyl)cyclopropyl)propanamide